C1(CC1)C=1N=NN(C1)[C@@H](C(=O)N1C(CC(C1)O)C(=O)NCC(CN1N=NC=C1)O)C(C)(C)C 1-[(2R)-2-(4-cyclopropyl-triazol-1-yl)-3,3-dimethyl-butyryl]-4-hydroxy-N-[2-hydroxy-3-(triazol-1-yl)propyl]pyrrolidine-2-carboxamide